(azetidin-3-ylmethyl)cyclopropanamine N1CC(C1)CC1(CC1)N